C1(=CC=CC=C1)C1=CC2=C(C3=C(O2)C=CC=C3B(O)O)C=C1 (7-phenyldibenzo[b,d]furan-1-yl)boronic acid